tert-butyl (2R)-2-(benzyloxymethyl)pyrrolidine-1-carboxylate C(C1=CC=CC=C1)OC[C@@H]1N(CCC1)C(=O)OC(C)(C)C